C1(CC1)OC=1C=C(C=CC1)C1=CC(=NN1C1=C2C=NN(C2=CC=C1)COCC[Si](C)(C)C)COC(C(=O)OC)(C)C Methyl 2-([5-(3-cyclopropoxyphenyl)-1-(1-[[2-(trimethylsilyl)ethoxy]methyl]-1H-indazol-4-yl)-1H-pyrazol-3-yl]-methoxy)-2-methylpropanoate